(R)-3-((3-(8-Amino-5-isobutylpyrido[3,4-d]pyrimidin-2-yl)phenyl)ethynyl)-3-hydroxy-1-methylpyrrolidin-2-one NC1=NC=C(C2=C1N=C(N=C2)C=2C=C(C=CC2)C#C[C@]2(C(N(CC2)C)=O)O)CC(C)C